C1(CC1)C1=NC=NC(=C1C=1N=CC2=C(N1)C(=CN2)[C@H](O)C2=CC=C(C=C2)C=2N(C=C(N2)C(F)(F)F)C)OC(F)F |o1:18| rel-(R)-[2-[4-cyclopropyl-6-(difluoromethoxy)pyrimidin-5-yl]-5H-pyrrolo[3,2-d]pyrimidin-7-yl]-[4-[1-methyl-4-(trifluoromethyl)imidazol-2-yl]phenyl]methanol